N-[2-(3-cyanophenyl)-1-{[1,3]thiazolo[5,4-b]pyridin-2-yl}ethyl]benzenesulfonamide C(#N)C=1C=C(C=CC1)CC(C=1SC2=NC=CC=C2N1)NS(=O)(=O)C1=CC=CC=C1